2,6-Dichloro-N-ethyl-5-(trifluoromethyl)pyrimidin-4-amine ClC1=NC(=C(C(=N1)NCC)C(F)(F)F)Cl